2-(2-ethylhexyloxy)ethanol C(C)C(COCCO)CCCC